11-Hydroxy-3-methoxy-6-methyl-6,11-dihydrodibenzo[c,f][1,2]thiazepine 5,5-dioxide OC1C2=C(N(S(C3=C1C=CC(=C3)OC)(=O)=O)C)C=CC=C2